(S)-(1-((2-(3',4'-dichloro-[1,1'-biphenyl]-4-yl)ethyl)amino)-1-oxohex-2-yl)carbamic acid tert-butyl ester C(C)(C)(C)OC(N[C@H](C(=O)NCCC1=CC=C(C=C1)C1=CC(=C(C=C1)Cl)Cl)CCCC)=O